COC1=CC=C(CSC=2N=C(NC2)C(=O)OCC)C=C1 ethyl 4-((4-methoxybenzyl)thio)-1H-imidazole-2-carboxylate